sodium formamidate C(=O)N.[Na]